CC1=C(C=C(C(=C1)C=1N=CC2=C(N1)C=CC(=N2)C(F)(F)F)C)N2C(C=1N(CC2)N=CC1C)=O 5-(2,5-dimethyl-4-(6-(trifluoromethyl)pyrido[3,2-d]pyrimidin-2-yl)phenyl)-3-methyl-6,7-dihydropyrazolo[1,5-a]pyrazin-4(5H)-one